[Sn].[P].[Ni] Nickel phosphorus tin